tert-Butyl N-[2-[[tert-butyl(dimethyl)silyl]oxymethyl]-3,3-difluoro-allyl]carbamate [Si](C)(C)(C(C)(C)C)OCC(CNC(OC(C)(C)C)=O)=C(F)F